2-Linoleoylglycerol C(CCCCCCC\C=C/C\C=C/CCCCC)(=O)OC(CO)CO